1-tert-butyloxycarbonyl-4-(3-fluoro-4-methoxyformylphenyl)piperazine C(C)(C)(C)OC(=O)N1CCN(CC1)C1=CC(=C(C=C1)C(=O)OC)F